2-((7-(4-chlorophenylethoxy)-1-oxo-3,4-dihydroisoquinolin-2(1H)-yl)methyl)-1-((oxetan-2-yl)methyl)-1H-benzo[d]imidazole-6-carboxylic acid methyl ester COC(=O)C=1C=CC2=C(N(C(=N2)CN2C(C3=CC(=CC=C3CC2)OCCC2=CC=C(C=C2)Cl)=O)CC2OCC2)C1